[Cl-].C(CCCCCCCCCCCCCCC)[N+]1=CC=CC=C1 1-cetylpyridinium chloride